C1(=C(C(=CC(=C1)C)C)S(=O)(=O)C1OC=CC=C1)C mesitylenesulfonyl-oxainine